dibromosorbitol BrC(O)([C@H](O)[C@@H](O)[C@H](O)[C@H](O)CO)Br